3-((S)-3,3-dimethyl-2-(3-methylthioureido)butanoyl)-6,6-dimethyl-3-azabicyclo[3.1.0]hexane-2-carboxamide CC([C@@H](C(=O)N1C(C2C(C2C1)(C)C)C(=O)N)NC(=S)NC)(C)C